COC1=NC(=CC=C1CO)C(F)(F)F [2-Methoxy-6-(trifluoromethyl)pyridin-3-yl]methanol